naphthalen-1-yl (3S)-4-[3-(aminomethyl)-N-cyclohexyl-D-phenylalanyl]-3-[(thiophen-2-ylmethyl)carbamoyl]piperazine-1-carboxylate NCC=1C=C(C[C@@H](NC2CCCCC2)C(=O)N2[C@@H](CN(CC2)C(=O)OC2=CC=CC3=CC=CC=C23)C(NCC=2SC=CC2)=O)C=CC1